5-bromo-1-((2-(trimethylsilyl)ethoxy)methyl)-1H-imidazole-4-carboxylic acid methyl ester COC(=O)C=1N=CN(C1Br)COCC[Si](C)(C)C